1-[3-[2-(8-chloro-4-oxo-chromen-2-yl)-5-methyl-phenoxy]propyl]-3-(p-toluenesulfonyl)urea ClC=1C=CC=C2C(C=C(OC12)C1=C(OCCCNC(=O)NS(=O)(=O)C2=CC=C(C)C=C2)C=C(C=C1)C)=O